5-chloro-2-({2-oxa-8-azaspiro[4.5]decan-8-yl}methyl)-7,8-dihydro-6H-spiro[[1,3]oxazolo[5,4-f]quinazoline-9,1'-cyclohexan]-7-one ClC=1C=C2C(=C3C1NC(NC31CCCCC1)=O)OC(=N2)CN2CCC1(CCOC1)CC2